2-(3-(benzyloxy)phenyl)-N-(4-bromopyridin-2-yl)acetamide C(C1=CC=CC=C1)OC=1C=C(C=CC1)CC(=O)NC1=NC=CC(=C1)Br